N-((1r,4r)-4-(Methyl((tetrahydro-2H-pyran-4-yl)methyl)amino)cyclohexyl)-6-(2-oxa-8-azaspiro[4.5]decan-8-yl)pyridine-3-sulfonamide CN(C1CCC(CC1)NS(=O)(=O)C=1C=NC(=CC1)N1CCC2(CCOC2)CC1)CC1CCOCC1